tert-butyl 6-(4-fluorophenyl)-6-methoxy-2-azaspiro[3.3]heptane-2-carboxylate FC1=CC=C(C=C1)C1(CC2(CN(C2)C(=O)OC(C)(C)C)C1)OC